tert-butyl (2R,5'S)-5-chloro-5'-methyl-3H-spiro[furo[2,3-c]pyridine-2,3'-pyrrolidine]-1'-carboxylate ClC=1C=C2C(=CN1)O[C@]1(CN([C@H](C1)C)C(=O)OC(C)(C)C)C2